tert-Butyl 4-(1H-tetrazol-5-yl)piperidine-1-carboxylate N1N=NN=C1C1CCN(CC1)C(=O)OC(C)(C)C